C12CN(CC(CC1)N2)C2=NC(=NC1=C(C(=C(C=C21)Cl)C2=C(C=CC1=CC=CC=C21)C#N)F)OC[C@]21CCCN1C[C@@H](C2)F 1-(4-(3,8-diazabicyclo-[3.2.1]octan-3-yl)-6-chloro-8-fluoro-2-(((2R,7aS)-2-fluorotetrahydro-1H-pyrrolizin-7a(5H)-yl)methoxy)-quinazolin-7-yl)-2-naphthonitrile